[Hf].CC(C1(C(=C(C(=C1C)C)C)C)C1(C=CC=2C1=CC=1CCCCC1C2)CCCCC)C dimethyl-pentamethylcyclopentadienyl-(1-pentyl-5,6,7,8-tetrahydro-1H-cyclopenta[b]naphthalene) hafnium